F[C@H]1CN(CC[C@H]1NC1=NN2C(C(=N1)OC)=C(C=C2)C=2C=CC1=C(N(N=N1)C[C@H](C)F)C2)C N-((3S,4R)-3-fluoro-1-methylpiperidin-4-yl)-5-(1-((S)-2-fluoropropyl)-1H-benzo[d][1,2,3]triazol-6-yl)-4-methoxypyrrolo[2,1-f][1,2,4]triazin-2-amine